COC1=CC=C(C=C1)CN1C2(CC2)CCOCC1 4-[(4-methoxyphenyl)methyl]-7-oxa-4-azaspiro[2.6]Nonane